(methyl)(fluoro)(dimethylphenyl)quinoline CC1=C(C(=NC2=CC=CC=C12)C1=C(C(=CC=C1)C)C)F